BrC1=CC=C(C(=N1)NC(CC1=CC(=C(C=C1)F)F)=O)NC1CCC(CC1)OC N-(6-bromo-3-(((1r,4r)-4-methoxycyclohexyl)amino)pyridin-2-yl)-2-(3,4-difluorophenyl)acetamide